C(CCCCCCCCCCC)(=O)O.C(CCCCCCCCCCC)(=O)O.C(CCCCCCCCCCC)(=O)O.C(CCCCCCCCCCC)(=O)O.C(O)C(CC)(CO)CO.C(O)C(CC)(CO)CO Ditrimethylolpropane tetralaurate